N1=C(C=CC=C1)CCN 2-pyridylethylamine